3-(6-amino-3-fluoro-5,6,7,8-tetrahydronaphthalen-2-yl)-3,8-diazabicyclo[3.2.1]octane-8-carboxylic acid tert-butyl ester C(C)(C)(C)OC(=O)N1C2CN(CC1CC2)C2=CC=1CCC(CC1C=C2F)N